O=C1NC(CCC1N1C(C2=CC=C(C=C2C1=O)NC(CC)=O)=O)=O N-(2-(2,6-dioxopiperidin-3-yl)-1,3-dioxoisoindol-5-yl)propionamide